BrC=1C(=CC(=C(C1)NC1=NC=C(C(=N1)NC1=CC2=C(CCO2)C=C1NS(=O)(=O)C)Cl)Cl)N1CCC(CC1)N1CCN(CCC1)C N-(6-((2-((5-bromo-2-chloro-4-(4-(4-methyl-1,4-diazepan-1-yl)piperidin-1-yl)phenyl)Amino)-5-chloropyrimidin-4-yl)amino)-2,3-dihydrobenzofuran-5-yl)methanesulfonamide